COC1=C(C=CC(=C1)OC)C(\C=C\C1=CC=C(C=C1)C)=O (E)-1-(2,4-dimethoxyphenyl)-3-(4-methylphenyl)prop-2-en-1-one